tert-butyl [(3S)-3-methylpyrrolidin-3-yl]carbamate C[C@]1(CNCC1)NC(OC(C)(C)C)=O